CSC1=CC=C(C=C1)C1=NC(=NO1)C1=CC=C(C(=O)OCC)C=C1 Ethyl 4-{5-[4-(methylsulfanyl)phenyl]-1,2,4-oxadiazol-3-yl}benzoate